C(C)(C)(C)OC(=O)N1CC(C1)NCCCC[C@H]1C(N(CC2N(O[C@@H](C(N21)=O)CC(C)C)C(=O)OCC2=CC=CC=C2)C2CCN(CC2)C)=O benzyl (3R,6S)-6-(4-((1-(tert-butoxycarbonyl)azetidin-3-yl)amino)butyl)-3-isobutyl-8-(1-methylpiperidin-4-yl)-4,7-dioxohexahydropyrazino[2,1-c][1,2,4]oxadiazine-1(6H)-carboxylate